C[C@@]1(NCCC1)C(=O)O α-Methyl-L-proline